ClC=1C=2N(C=CC1)C(=NN2)SCCCCOC2=C(OC1=CC=CC=C1C2=O)C2=CC=C(C=C2)OC 3-(4-((8-chloro-[1,2,4]triazolo[4,3-a]pyridin-3-yl)thio)butoxy)-2-(4-methoxyphenyl)-4H-chromen-4-one